6-ethyl-5-(3-morpholinophenyl)pyrimidine-2,4-diamine C(C)C1=C(C(=NC(=N1)N)N)C1=CC(=CC=C1)N1CCOCC1